BrC1=CC=2C3=C(C=NC2C=C1F)NC(C31CC(C1)C1=CC=CC=C1)=O trans-8'-Bromo-7'-fluoro-3-phenylspiro[cyclobutane-1,1'-pyrrolo[2,3-c]quinolin]-2'(3'H)-one